N1C=CC=2C1=NC(=CC2)CN2CCC1(CN(C1)C[C@@H](CC(=O)OC)C1=CC(=CC(=C1)N1N=C(C=C1C)C)C(C)(C)C)CC2 methyl (S)-4-(7-((1H-pyrrolo[2,3-b]pyridin-6-yl)methyl)-2,7-diazaspiro[3.5]nonan-2-yl)-3-(3-(tert-butyl)-5-(3,5-dimethyl-1H-pyrazol-1-yl)phenyl)butyrate